3-(1-oxo-5-(((1S,2S)-2-(3-(4-(trifluoromethyl)phenyl)azetidin-1-yl)cyclohexyl)oxy)isoindolin-2-yl)piperidine-2,6-dione O=C1N(CC2=CC(=CC=C12)O[C@@H]1[C@H](CCCC1)N1CC(C1)C1=CC=C(C=C1)C(F)(F)F)C1C(NC(CC1)=O)=O